OCCN(CCO)CP(OCC)(OCC)=O diethyl N,N-bis(2-hydroxyethyl)aminomethylphosphonate